ClC1=CC(=CC(=N1)NCCC#N)C1(COC1)CC1=NN=CN1C 3-[(6-chloro-4-{3-[(4-methyl-1,2,4-triazol-3-yl)methyl]oxetan-3-yl}pyridin-2-yl)amino]propanenitrile